(-)-1-[(3S*,4R*,Z)-4-(2,6-difluoro-4-methoxyphenyl)-2-(methoxyimino)pyrrolidin-3-yl]-3-(4-fluorophenyl)urea FC1=C(C(=CC(=C1)OC)F)[C@H]1[C@@H](/C(/NC1)=N/OC)NC(=O)NC1=CC=C(C=C1)F |o1:10,11|